C12(CC3CC(CC(C1)C3)C2)C(CCCP)C23CC1CC(CC(C2)C1)C3 di(1-adamantyl)n-butyl-phosphine